C(C)S(=O)(=O)N[C@@H]1[C@@H](N(C2CC1(C2)F)C(=O)OC(C)(C)C)CC=2C(=C(C=CC2)C2=CC=CC=C2)F tert-Butyl (3S,4R)-4-[(ethylsulfonyl)amino]-5-fluoro-3-[(2-fluoro[biphenyl]-3-yl)methyl]-2-azabicyclo[3.1.1]heptane-2-carboxylate